2-hydroxycarbonyl-3-naphthoxycarbonyl-bicyclo[2.2.1]Hept-5-ene OC(=O)C1C2C=CC(C1C(=O)OC1=CC=CC3=CC=CC=C13)C2